ClC=1C(=NC(=NC1)N[C@@H]1[C@H]([C@H]2CC[C@@H](C1)O2)O)C=2C=C(C1=C(N(C(=N1)C(C)(C)O)C(C)C)C2)F (1R,2R,3S,5S)-3-((5-chloro-4-(4-fluoro-2-(2-hydroxypropan-2-yl)-1-isopropyl-1H-benzo[d]imidazol-6-yl)pyrimidin-2-yl)amino)-8-oxabicyclo[3.2.1]octan-2-ol